OC1=C(C=CC=C1)C1=C(C=CC(=C1)C)S(=O)(=O)N (2-hydroxyphenyl)-4-methylbenzenesulfonamide